CC1=C(CNC(C2=CN=C(C=C2)C(F)(F)F)=O)C=CC(=C1)C1=C(C=NC=C1)N1CC(CCC1)N(C(C=C)=O)C N-(2-methyl-4-(3-(3-(N-methylacrylamido)piperidin-1-yl)pyridin-4-yl)benzyl)-6-(trifluoromethyl)nicotinamide